ethyl 6-((tert-butoxycarbonyl) amino)-2-fluoro-3-methoxybenzoate C(C)(C)(C)OC(=O)NC1=CC=C(C(=C1C(=O)OCC)F)OC